CC1(CC=2C(=C(C3=C(SC4=C3N=CNC4=O)N2)CN(CCOCCOCCOCCOC)C)CO1)C 8,8-Dimethyl-11-(2-methyl-5,8,11,14-tetraoxa-2-azapentadecyl)-7,10-dihydro-8H-pyrano[3'',4'':5',6']pyrido[3',2':4,5]thieno[3,2-d]pyrimidin-4(3H)-one